2-cyclopropyl-5-(6,7-dichloro-3-(1H-pyrazol-4-yl)-1H-indol-2-yl)-1,3,4-oxadiazole C1(CC1)C=1OC(=NN1)C=1NC2=C(C(=CC=C2C1C=1C=NNC1)Cl)Cl